4,4'-diamino[1,1'-bianthracen]-9,9',10,10'-tetraone NC1=CC=C(C=2C(C3=CC=CC=C3C(C12)=O)=O)C1=CC=C(C=2C(C3=CC=CC=C3C(C12)=O)=O)N